CC(C)(C1=CC=CC=C1)N (±)-1-methyl-1-phenylethylamine